FC1=C(C=C(C(=C1)C1=NC(=CC=C1)O)F)CC=1N(C2=C(N1)C=CC(=C2)C(=O)OC(C)(C)C)CCOC Tert-butyl 2-[[2,5-difluoro-4-(6-hydroxy-2-pyridyl)phenyl]methyl]-3-(2-methoxyethyl)benzimidazole-5-carboxylate